C(C1=CC=CC=C1)OC(=O)N1CCN(CC1)C1=NC=2N(C(=N1)N(CC1=CC=C(C=C1)OC)CC1=CC=C(C=C1)OC)N=CC2I.C(C)(C)(C)N2C(N(C(C2)C(C(=O)NC=2C=CC=C1C=CC=NC21)CCCC)C(C)(C)C)=O 2-(1,3-di-tert-butyl-2-oxoimidazolidin-4-yl)-N-(quinolin-8-yl)hexanamide benzyl-4-{4-[bis(4-methoxybenzyl)amino]-8-iodopyrazolo[1,5-a][1,3,5]triazin-2-yl}piperazine-1-carboxylate